2-(4-(((6-((4-(difluoromethoxy)benzyl)(methyl)amino)-5-fluoropyrimidin-4-yl)amino)methyl)-3-hydroxypiperidin-1-yl)acetamide FC(OC1=CC=C(CN(C2=C(C(=NC=N2)NCC2C(CN(CC2)CC(=O)N)O)F)C)C=C1)F